7-[2-(1-piperazinyl)ethoxy]-3-acetylcoumarin oxime N1(CCNCC1)CCOC1=CC=C2C=C(C(OC2=C1)=NO)C(C)=O